C(N)(OC(CC)(C)C)=O methylTert-butyl carbamate